NC(C(=O)O)C#CCCCl 2-amino-6-chloro-hexynoic acid